di(2-furyl)methylvinylsilane O1C(=CC=C1)C(C=1OC=CC1)C=C[SiH3]